N[C@@H](CC1CNC(C=2C=C3C(=NC12)N(C(=N3)C=3N(C1=C(C=CC=C1C3)OC[C@@H](C)N3C=NC(=C3)F)CC3CC3)C)=O)C ((R)-2-aminopropyl)-2-(1-(cyclopropylmethyl)-7-((R)-2-(4-fluoro-1H-imidazol-1-yl)propoxy)-1H-indol-2-yl)-3-methyl-3,5,6,7-tetrahydro-8H-imidazo[4,5-b][1,6]naphthyridin-8-one